6-[(2-aminopyrimidin-5-yl)methyl]-N-(5-isobutyl-2-methyl-pyrazol-3-yl)-5,7-dihydro-4H-thieno[2,3-c]pyridine-3-carboxamide NC1=NC=C(C=N1)CN1CC2=C(CC1)C(=CS2)C(=O)NC=2N(N=C(C2)CC(C)C)C